C(#N)[B-](C#N)(C#N)C#N.C(#N)[B-](C#N)(C#N)C#N.C(#N)[B-](C#N)(C#N)C#N.[Co+3] cobalt(III) tri(tetracyanoborate)